ClC=1C=C2C3=C(N(C2=C(C1)C1=CC=C(C=C1)OC)C)C(=NC=C3)C 6-chloro-8-(4-methoxy-phenyl)-1,9-dimethyl-9H-pyrido[3,4-b]indole